dilauroyl-S-glyceryl-cysteine C(CCCCCCCCCCC)(=O)N([C@@H](CSCC(O)CO)C(=O)O)C(CCCCCCCCCCC)=O